C(=O)(O)C1=CC=C(OC2=C(C(=O)O)C=CC(=C2)C(=O)O)C=C1 2-(4-carboxyphenoxy)terephthalic acid